BrC1=CC=C(C=C1)N1CCC2(CN(C2)C2=C(C=C(C(=O)NC3C(NC(CC3)=O)=O)C=C2)Cl)CC1 4-(7-(4-Bromophenyl)-2,7-diazaspiro[3.5]nonan-2-yl)-3-chloro-N-(2,6-dioxopiperidin-3-yl)benzamide